3'-O-fucosyl-lactose C1([C@@H](O)[C@H](O)[C@H](O)[C@@H](O1)C)O[C@@H]1[C@H]([C@H](O[C@H]2[C@@H]([C@H](C(O)O[C@@H]2CO)O)O)O[C@@H]([C@@H]1O)CO)O